N'-{5-bromo-6-[(cis-4-isopropylcyclohexyl)-oxy]-2-methylpyridin-3-yl}-N-ethyl-N-methylimidoformamide BrC=1C=C(C(=NC1O[C@@H]1CC[C@@H](CC1)C(C)C)C)N=CN(C)CC